NC1=NC2=CC=C(C=C2C=N1)C=1C(=C(C=CC1F)C1=C(C(=C(C=C1Cl)S(=O)(=O)N)Cl)CO)F (3-(2-aminoquinazolin-6-yl)-2,4-difluorophenyl)-2,5-dichloro-3-(hydroxymethyl)benzenesulfonamide